N1(CCC1)CC1=CC=C(S1)C=1N=NN(C1)CC1=C(C=C(C=C1)C=1OC(=NN1)C(F)F)F 2-(4-((4-(5-(azetidin-1-ylmethyl)thiophen-2-yl)-1H-1,2,3-triazol-1-yl)methyl)-3-fluorophenyl)-5-(difluoromethyl)-1,3,4-oxadiazole